N1(CCOCC1)CC(C)O 1-(morpholin-4-yl)propan-2-ol